C(C)(C)(C)OC(=O)N1C(CN(CC1)CCBr)(C)C 4-(2-Bromoethyl)-2,2-dimethylpiperazine-1-carboxylic acid tert-butyl ester